FC1=CC=C(C(=C1[C@H]([C@@H](C=1OC(NN1)=O)NS(=O)(=O)N1CCC(CC1)N1CCCC1)C)C)C N-((1S,2R)-2-(6-fluoro-2,3-dimethylphenyl)-1-(5-oxo-4,5-dihydro-1,3,4-oxadiazol-2-yl)propyl)-4-(pyrrolidin-1-yl)piperidine-1-sulfonamide